FC1=C(C=CC(=C1)C)NC(C(=O)N[C@H](C(N[C@@H](C[C@H]1C(NCC1)=O)C(COC1=C(C(=CC(=C1F)F)F)F)=O)=O)CC(C)C)=O N1-(2-fluoro-4-methylphenyl)-N2-((S)-4-methyl-1-oxo-1-(((S)-3-oxo-1-((S)-2-oxopyrrolidin-3-yl)-4-(2,3,5,6-tetrafluorophenoxy)butan-2-yl)amino)pentan-2-yl)oxalamide